COC1=CC=C(C=N1)NC(CN(C=1C2=C(N=C(N1)C1=NC=CC(=C1)OC(F)(F)F)CCC2)C)=O N-(6-methoxypyridin-3-yl)-2-[methyl({2-[4-(trifluoromethoxy)pyridin-2-yl]-5H,6H,7H-cyclopenta[d]pyrimidin-4-yl})amino]acetamide